2,3-diphenyl-pyrazine (R)-tert-butyl-(2,3-bis((tert-butyldimethylsilyl)oxy)propyl)carbamate C(C)(C)(C)N(C(O)=O)C[C@H](CO[Si](C)(C)C(C)(C)C)O[Si](C)(C)C(C)(C)C.C1(=CC=CC=C1)C1=NC=CN=C1C1=CC=CC=C1